4-{(1E,3R)-3-hydroxy-5-[(2R,4aS,8aS)-2-hydroxy-2,5,5,8a-tetramethyldecahydronaphthalen-1-yl]-3-methylpent-1-en-1-yl}benzaldehyde O[C@@](/C=C/C1=CC=C(C=O)C=C1)(CCC1[C@](CC[C@H]2C(CCC[C@]12C)(C)C)(C)O)C